1,3-bis-(2,4,6-trimethylphenyl)imidazole chloride [Cl-].CC1=C(C(=CC(=C1)C)C)N1CN(C=C1)C1=C(C=C(C=C1C)C)C